(1R,2R)-1-[6-[4-(dimethoxymethyl)-1-piperidyl]-3-pyridyl]-4,4-difluoro-2-phenyl-tetralin-6-ol COC(C1CCN(CC1)C1=CC=C(C=N1)[C@@H]1[C@@H](CC(C2=CC(=CC=C12)O)(F)F)C1=CC=CC=C1)OC